C1(CC1)C1=NN(C=C1C1=NC(=C(C=C1)F)C)[C@@H]1C[C@H](C1)COC=1C=C2CN(C(C2=CC1)=O)N1C(CCCC1=O)=O (5-((Trans-3-(3-cyclopropyl-4-(5-fluoro-6-methylpyridin-2-yl)-1H-pyrazol-1-yl)cyclobutyl)methoxy)-1-oxoisoindolin-2-yl)piperidine-2,6-dione